1,1-dichloro-2-fluoro-2-methoxyethylene ClC(=C(OC)F)Cl